[5-(2,4-difluorophenyl)-1,3,4-thiadiazol-2-yl]-[rac-(4S,7S)-4,7-dimethyl-4-(1-methylpyrazol-4-yl)-5,7-dihydrothieno[2,3-c]pyridin-6-yl]methanone FC1=C(C=CC(=C1)F)C1=NN=C(S1)C(=O)N1[C@H](C2=C([C@@](C1)(C=1C=NN(C1)C)C)C=CS2)C |r|